COCC1N(C(C2=CC=CC=C12)=O)C(=O)[O-] 3-(methoxymethyl)-1-oxoisoindoline-2-carboxylate